FC1=CC=C(C=C1)C=1N=C(NC1)[C@H](CCCCCC(=O)C=1OC=CN1)NC(=O)C1=CN=CS1 (S)-N-(1-(4-(4-fluorophenyl)-1H-imidazol-2-yl)-7-(oxazol-2-yl)-7-oxoheptyl)thiazole-5-carboxamide